1-bromo-3-(bromomethyl)-2-iodobenzene BrC1=C(C(=CC=C1)CBr)I